OC1=C(C=C2C=CC(=NC2=C1)C(=O)NC)C=1N=NC(=CC1)N(C1C[C@]2(CCC[C@@](C1)(N2)C)C)C 7-hydroxy-N-methyl-6-(6-{methyl[(1R,3S,5S)-1,5-dimethyl-9-azabicyclo[3.3.1]nonan-3-yl]amino}pyridazin-3-yl)quinoline-2-carboxamide